C1(OC(C=2C1=COC2)=O)=O furo[3,4-c]furan-1,3-dione